FC(C1=CC2=C(N=CN=C2N[C@@H]2[C@H](COC3=CC=CC=C23)N2C[C@@H](CC2)C#N)N1)(F)F (R)-1-((3R,4S)-4-((6-(TRIFLUOROMETHYL)-7H-PYRROLO[2,3-D]PYRIMIDIN-4-YL)AMINO)CHROMAN-3-YL)PYRROLIDINE-3-CARBONITRILE